N[C@H](C(=O)O)CC1CCCC1 (2S)-2-amino-3-cyclopentyl-propanoic acid